2-(2-aminoethyl)-N,N,5-trimethylaniline hydrochloride Cl.NCCC1=C(N(C)C)C=C(C=C1)C